(S)-3-methyl-4-(6-nitropyridin-3-yl)morpholine C[C@@H]1N(CCOC1)C=1C=NC(=CC1)[N+](=O)[O-]